C1=CC=CC=2C3=CC=CC=C3C(C12)=NN 2-(9H-fluoren-9-ylidene)hydrazine